FC=1C(=NC=C(C#N)C1)N1C(C(N(C(C1)=O)CC1=CC=C(C=C1)C(F)(F)F)C1COC1)=O 5-fluoro-6-(3-(oxetan-3-yl)-2,5-dioxo-4-(4-(trifluoromethyl)benzyl)piperazin-1-yl)nicotinonitrile